2-methyl-6,7,8,9-tetrahydro-4H-furo[2,3-D]pyrido[1,2-a]pyrimidine-4-thione CC1=CC2=C(N=C3N(C2=S)CCCC3)O1